(R)-(7-chloro-2,3-dihydrobenzo[b][1,4]dioxin-2-yl)methanol ClC=1C=CC2=C(O[C@@H](CO2)CO)C1